4-trifluoromethoxy-4'-(3'-hydroxypropyl)azobenzene methyl-N-[5-[6-(7-fluoro-2,3-dihydro-1,4-benzoxazine-4-carbonyl)-8-methyl-imidazo[1,2-a]pyrazin-3-yl]-2-pyridyl]carbamate COC(NC1=NC=C(C=C1)C1=CN=C2N1C=C(N=C2C)C(=O)N2CCOC1=C2C=CC(=C1)F)=O.FC(OC1=CC=C(C=C1)N=NC1=CC=C(C=C1)CCCO)(F)F